C(#N)C1=CC=C(C=C1)C(CCC)C1=CC=C(C=C1)C#N 1,1-bis(4-cyanophenyl)butane